1-(4-(1,1-dioxidobenzo[b]thiophen-7-yl)benzyl)-3-(2-ethynylthiazol-4-yl)urea O=S1(C2=C(C=C1)C=CC=C2C2=CC=C(CNC(=O)NC=1N=C(SC1)C#C)C=C2)=O